4-(4-ethyl-1-((5-methoxy-7-methyl-1H-indol-4-yl)methyl)piperazin-2-yl)benzoic acid C(C)N1CC(N(CC1)CC1=C2C=CNC2=C(C=C1OC)C)C1=CC=C(C(=O)O)C=C1